(2-methyl-1-naphthoyl)-4-propylphenylphosphine oxide CC1=C(C2=CC=CC=C2C=C1)C(=O)P(C1=CC=C(C=C1)CCC)=O